4-bromo-1-(2-(dimethylamino)ethyl)-5-phenylpyridin-2(1H)-one BrC1=CC(N(C=C1C1=CC=CC=C1)CCN(C)C)=O